ClCCCCCCCCC(OCCCC)OCCCC 9-chloro-1,1-dibutoxynonane